5-bromo-N,N-dimethylpyridine-2-amine BrC=1C=CC(=NC1)N(C)C